C(N)(=O)C=1C(=CC2=C(OC[C@@H](N2C(=O)OC(C)(C)C)C)N1)CC1=CC=C(C=C1)F tert-butyl (S)-6-carbamoyl-7-(4-fluorobenzyl)-2-methyl-2,3-dihydro-1H-pyrido[2,3-b][1,4]oxazine-1-carboxylate